ClC1=CC(=C(C=C1F)[C@H](NC(=O)[C@@H]1N([C@@H]2C[C@@H]2C1)C(C1=CC(=CC=C1)S(=O)(=O)CCO)=O)C1COC1)F (1R,3R,5R)-N-((R)-(4-chloro-2,5-difluorophenyl)(3-oxetanyl)methyl)-2-(3-((2-hydroxyethyl)sulfonyl)benzoyl)-2-azabicyclo[3.1.0]hexane-3-carboxamide